CC=1N=CN(C1)CC1=CC=C(C=C1)C1=NOC(=N1)C(F)(F)F 3-[4-[(4-methylimidazol-1-yl)methyl]phenyl]-5-(trifluoromethyl)-1,2,4-oxadiazole